Monomethylbisphenol A CC1=C(O)C=CC(=C1)C(C)(C)C1=CC=C(C=C1)O